C(#N)C1=C(C=C(C=C1)C=1C=C(C(=O)N2[C@@H]3C[C@H]([C@H]2CC3)NS(=O)(=O)C3=C(C=C(C=C3)[N+](=O)[O-])[N+](=O)[O-])C=CC1C1=C(C=C(C=C1)CCOC)F)F |o1:14,16,17| N-[(1S,3R,4R)-rel-7-[3-(4-cyano-3-fluorophenyl)-4-[2-fluoro-4-(2-methoxyethyl)phenyl]benzoyl]-7-azabicyclo[2.2.1]heptan-3-yl]-2,4-dinitrobenzenesulfonamide